NC[C@@H](C(C)(C)S(=O)(=O)C1(CC1)CN1C(C=2N(CC1)C(=NC2)C(=O)NCC2=CC=C(C=C2)Cl)=O)O (S)-7-((1-((4-amino-3-hydroxy-2-methylbutan-2-yl)sulfonyl)cyclopropyl)methyl)-N-(4-chlorobenzyl)-8-oxo-5,6,7,8-tetrahydroimidazo[1,5-a]pyrazine-3-carboxamide